(S,E)-2-(2-((S)-1-hydroxyethyl)-1H-imidazol-1-yl)-4-(4'-((3-(hydroxymethyl)oxetan-3-yl)methoxy)-[1,1'-biphenyl]-4-yl)but-3-en-1-ol O[C@@H](C)C=1N(C=CN1)[C@H](CO)\C=C\C1=CC=C(C=C1)C1=CC=C(C=C1)OCC1(COC1)CO